C(C1=CC=CC=C1)N1C(C2=CC=CC=C2C=C1)P(OC1=CC=CC=C1)(OC1=CC=CC=C1)=O Diphenyl (2-benzyl-1,2-dihydroisoquinolin-1-yl)phosphonate